1-hydroxy-4-(N-(p-tolyl)sulfamoyl)-2-naphthoic acid OC1=C(C=C(C2=CC=CC=C12)S(NC1=CC=C(C=C1)C)(=O)=O)C(=O)O